[N+](=O)([O-])[O-].[Ce+3].[N+](=O)([O-])[O-].[N+](=O)([O-])[O-] Cerium(III) nitrate